2-(6-Chloro-benzothiazol-2-ylamino)-1-methyl-1H-benzoimidazole-5-carboxylic acid ((R)-1-methyl-pyrrolidin-3-yl)-amide CN1C[C@@H](CC1)NC(=O)C1=CC2=C(N(C(=N2)NC=2SC3=C(N2)C=CC(=C3)Cl)C)C=C1